3-(anthracen-1-yl)phenylboronic acid C1(=CC=CC2=CC3=CC=CC=C3C=C12)C=1C=C(C=CC1)B(O)O